N-{2-fluoro-3-[6-oxo-4-(trifluoromethyl)-1,6-dihydropyrimidin-2-yl]-4-(trifluoromethyl)benzyl}-2,3-dihydro-1H-indene-2-carboxamide FC1=C(CNC(=O)C2CC3=CC=CC=C3C2)C=CC(=C1C=1NC(C=C(N1)C(F)(F)F)=O)C(F)(F)F